O=C1NC(CCC1N1C=CC=2C1=NC=C(C2)OS(=O)(=O)F)=O 1-(2,6-dioxo-3-piperidyl)-5-fluorosulfonyloxy-pyrrolo[2,3-b]pyridine